(R)-6-(((2,3-dihydrobenzofuran-5-yl)methyl)amino)-N-(7-(piperazin-1-yl)chroman-3-yl)nicotinamide O1CCC2=C1C=CC(=C2)CNC2=NC=C(C(=O)N[C@H]1COC3=CC(=CC=C3C1)N1CCNCC1)C=C2